8-methyl-4-oxo-2-(trifluoromethyl)pyrido[1,2-a]pyrimidine-3-carbonitrile CC1=CC=2N(C(C(=C(N2)C(F)(F)F)C#N)=O)C=C1